C(C)(C)(C)OC(=O)N1C(CC(CC1)N1N=CC(=C1)[N+](=O)[O-])F fluoro-4-(4-nitro-1H-pyrazol-1-yl)piperidine-1-carboxylic acid tert-butyl ester